1-Oleoyl-2-(12-biotinyl(aminododecanoyl))-sn-glycero-3-phospho-L-serin C(CCCCCCC\C=C/CCCCCCCC)(=O)OC[C@@H](OC(CCCCCCCCCCC(C(CCCC[C@@H]1SC[C@@H]2NC(=O)N[C@H]12)=O)N)=O)COP(=O)(O)OC[C@H](N)C(=O)O